4-amino-1-cyclopentyl-N-(4-nitrophenyl)-1H-pyrazolo[3,4-d]pyrimidine-3-carboxamide NC1=C2C(=NC=N1)N(N=C2C(=O)NC2=CC=C(C=C2)[N+](=O)[O-])C2CCCC2